C(CCCCCCCCCC#N)#N Undecandinitril